N[C@H]1CS(C2=C(N(C1=O)CC1=CC=C(C=C1)Cl)C=C(C(=C2)Cl)C=2OC(=NN2)C(C)(C)C)(=O)=O (3R)-3-amino-7-(5-tert-butyl-1,3,4-oxadiazol-2-yl)-8-chloro-5-[(4-chlorophenyl)methyl]-1,1-dioxo-2,3-dihydro-1λ6,5-benzothiazepin-4-one